(2Z)-2-([2-fluoro-4-methyl-5-[(2,2,2-trifluoroethyl)sulfanyl]phenyl]-imino)-1,3-thiazolidin-4-one FC1=C(C=C(C(=C1)C)SCC(F)(F)F)\N=C\1/SCC(N1)=O